N1(N=CC=C1)C1=CC(=C2C=CC=NC2=C1)C1(CC1)N 1-(7-(1H-Pyrazol-1-yl)quinolin-5-yl)cyclopropan-1-amine